C1=CC=C(C=2C3=CC=CC=C3NC12)OB(O)O (9H-carbazole-4-yl)boric acid